N1CCC(CC1)NS(=O)(=O)C1=CC=CC=C1 N-(piperidin-4-yl)benzenesulfonamide